cobalt octanoate salt C(CCCCCCC)(=O)[O-].[Co+2].C(CCCCCCC)(=O)[O-]